2,3,5,6-tetramethylphenylenediamine CC1(C(C(=C(C=C1C)C)C)N)N